4-boc-5-hydroxymethyl-2,2-dimethyl-morpholine C(=O)(OC(C)(C)C)N1CC(OCC1CO)(C)C